trans-3-(4-isopropyl-6-methylcyclohex-1-en-1-yl)propanal C(C)(C)[C@@H]1CC=C([C@H](C1)C)CCC=O